4-Methylbenzhydrylamine hydrochloride Cl.CC1=CC=C(C(C2=CC=CC=C2)N)C=C1